2-(dimethylphosphoryl)ethan-1-amine hydrochloride Cl.CP(=O)(C)CCN